C1(CC1)C=1N=NN(C1)[C@H](C(=O)N1[C@@H](C[C@H](C1)O)C(=O)NCCC=1C(=NN(C1)C)C)C(C)(C)C (2S,4R)-1-[(2S)-2-(4-cyclopropyltriazol-1-yl)-3,3-dimethyl-butanoyl]-N-[2-(1,3-dimethylpyrazol-4-yl)ethyl]-4-hydroxy-pyrrolidine-2-carboxamide